5-Bromo-N-[(6R)-1-ethyl-4-methyl-1,4-diazepan-6-yl]-2-methoxy-4-(methylamino)benzamide BrC=1C(=CC(=C(C(=O)N[C@@H]2CN(CCN(C2)CC)C)C1)OC)NC